N[C@@H](CO)[C@@H](\C=C\CCCCCCCCCCCCCCCCCCCCCCCCCCC)O (2S,3R,E)-2-aminodotriacont-4-ene-1,3-diol